amino-4-cyclopentylamino-6-heptafluoropropyl-1,3,5-triazine NC1=NC(=NC(=N1)NC1CCCC1)C(C(C(F)(F)F)(F)F)(F)F